NC(C(COC1=CC=CC=C1)(C)NC(=O)[C@H]1N(C[C@@H](C1)O)C([C@H](C(C)(C)C)N1N=NC(=C1)C1CC1)=O)=O (2S,4r)-N-[2-amino-1-methyl-2-oxo-1-(phenoxymethyl)ethyl]-1-[(2S)-2-(4-cyclopropyltriazol-1-yl)-3,3-dimethyl-butyryl]-4-hydroxy-pyrrolidine-2-carboxamide